S1C2=C(C(=C1)CN1CCC3(CC1)COC1=C4CN(C(C4=CC=C13)=O)C1C(NC(CC1)=O)=O)C=CC=C2 3-(1'-(benzo[b]thiophen-3-ylmethyl)-6-oxo-6,8-dihydro-2H,7H-spiro[furo[2,3-e]isoindole-3,4'-piperidin]-7-yl)piperidine-2,6-dione